tert-Butyl 2-(3-(2-amino-2-oxoethyl)-5-(2-methylpyrimidin-5-yl)-1H-indazol-1-yl)acetate NC(CC1=NN(C2=CC=C(C=C12)C=1C=NC(=NC1)C)CC(=O)OC(C)(C)C)=O